1,3-dichloro-propanediol ClC(CCCl)(O)O